(2r,4r)-2-(4,5-dimethyloxazol-2-yl)-8-isopropyl-5-(4-(trifluoromethyl)benzyl)-5,8-diazaspiro[3.5]nonane-6,9-dione CC=1N=C(OC1C)C1CC2(C1)N(C(CN(C2=O)C(C)C)=O)CC2=CC=C(C=C2)C(F)(F)F